diethyl (2-(7-fluoro-5-oxo-1-thioxo-1,2-dihydro-[1,2,4]triazolo[4,3-a]quinazolin-4(5H)-yl)ethyl)phosphonate FC=1C=C2C(N(C=3N(C2=CC1)C(NN3)=S)CCP(OCC)(OCC)=O)=O